1,4-dimethylpyrimidinium C[N+]1=CN=C(C=C1)C